1-Ethyl-5-(2-(5-fluoropyridin-2-yl)-5,6-dihydro-4H-pyrrolo[1,2-b]pyrazol-3-yl)-1H-pyrazolo[3,4-b]pyridine C(C)N1N=CC=2C1=NC=C(C2)C2=C1N(N=C2C2=NC=C(C=C2)F)CCC1